titanium vanadium-iron [Fe].[V].[Ti]